COC1=C(C(=O)NC2=CC(=NC=C2C)C(=O)N)C(=CC=C1C(F)(F)F)OC1=C(C=C(C=C1)OC(F)(F)F)OC([2H])([2H])[2H] 4-[[2-methoxy-6-[2-(trideuteriomethoxy)-4-(trifluoromethoxy)phenoxy]-3-(trifluoromethyl)benzoyl]amino]-5-methylpyridine-2-carboxamide